CC(C(=O)O)(O)C 2-METHYLLACTIC ACID